4-(2-(4-acrylamidophenyl)-4-amino-7-cyano-1-methyl-1H-pyrrolo[3,2-c]pyridin-3-yl)-N-(cyclopropylmethyl)-2-methoxybenzamide C(C=C)(=O)NC1=CC=C(C=C1)C1=C(C=2C(=NC=C(C2N1C)C#N)N)C1=CC(=C(C(=O)NCC2CC2)C=C1)OC